N(N)C(=O)C1=CC=C(CN(S(=O)(=O)CCC)C2=CC=CC=C2)C=C1 N-(4-(hydrazinecarbonyl)benzyl)-N-phenylpropane-1-sulfonamide